4-(carboxyoxy)-methyl-cyclohexane-1-carboxylic acid C(=O)(O)OC1CCC(CC1)(C(=O)O)C